5-{(rac)-1-[(4-chloro-1H-pyrazol-5-yl)methyl]-5',6'-dihydrospiro[pyrrolidine-3,4'-pyrrolo[1,2-b]pyrazol]-2'-yl}-3-(trifluoromethyl)pyridin-2-amine ClC=1C=NNC1CN1C[C@]2(CCN3N=C(C=C32)C=3C=C(C(=NC3)N)C(F)(F)F)CC1 |r|